(6aR,9R)-N-((R)-pentan-2-yl)7-propyl-4,6,6a,7,8,9-hexahydroindolo[4,3-fg]quinoline-9-carboxamide C[C@H](CCC)NC(=O)[C@H]1CN([C@@H]2CC=3C4=C(C2=C1)C=CC=C4NC3)CCC